(±)-Benzyl 2-(2-(2-bromophenyl)-3-methoxy-3-oxopropyl)pyrrolidine-1-carboxylate BrC1=C(C=CC=C1)C(CC1N(CCC1)C(=O)OCC1=CC=CC=C1)C(=O)OC